1-cyclopropyl-3-(methylamino)-6-(trifluoromethyl)pyridin-2-one C1(CC1)N1C(C(=CC=C1C(F)(F)F)NC)=O